C1(=CC=CC=C1)C1=NN(C=C1)C=1N=C(C2=C(N1)C=C(C=N2)C2CCNCC2)N2CCOCC2 4-(2-(3-phenyl-1H-pyrazol-1-yl)-7-(piperidin-4-yl)pyrido[3,2-d]pyrimidin-4-yl)morpholine